O1C=CC=2C1=NC=C(C2)C2=NC=C(C=C2N2CCC(CC2)C(=O)OCC)CCCOC ethyl 1-(2-(furo[2,3-b]pyridin-5-yl)-5-(3-methoxypropyl)pyridin-3-yl)piperidine-4-carboxylate